3-methyl-5-(3-methyl-3-phenylpyrrolidin-1-yl)-N-(2-(2-oxo-1,3,8-triazaspiro[4.5]decan-3-yl)ethyl)picolinamide CC=1C(=NC=C(C1)N1CC(CC1)(C1=CC=CC=C1)C)C(=O)NCCN1C(NC2(C1)CCNCC2)=O